C(C)(C)(C)OC(N(C)C1CN(C1)C1=NC=C(C=C1)Br)=O (1-(5-bromopyridin-2-yl)azetidin-3-yl)(methyl)carbamic acid tert-butyl ester